COC1C2CN(CC(C1)N2C(=O)[O-])C(=O)[O-] 6-methoxy-3,8-diazabicyclo[3.2.1]octane-3,8-dicarboxylate